1-(4-(4-Fluorophenyl)-3,4-dihydroquinoxalin-1(2H)-yl)-2-(piperidin-1-yl)propan-1-one FC1=CC=C(C=C1)N1CCN(C2=CC=CC=C12)C(C(C)N1CCCCC1)=O